3'-ACETYL-BIPHENYL-2-CARBOXYLIC ACID C(C)(=O)C=1C=C(C=CC1)C=1C(=CC=CC1)C(=O)O